FC(C(=O)O)(F)F.NC1=NC=NN2C1=NC=C2C=2C=C(C=CC2C([2H])([2H])[2H])S(=O)(=O)NC21CC(C2)(C1)C[N+]#[C-] 3-(4-Aminoimidazo[2,1-f][1,2,4]triazin-7-yl)-N-(3-(isocyanomethyl)bicyclo[1.1.1]pentan-1-yl)-4-(methyl-d3)benzenesulfonamide trifluoroacetate salt